COC1=C(C=CC=C1)CC=1OC2=C(N1)C=C(C=C2)C(=O)OC methyl 2-[(2-methoxyphenyl) methyl]-1,3-benzoxazole-5-carboxylate